CN1N=C2C(N=C(C=C2C)NC(=O)C2=CC=C(C3=C2N=C(S3)OC)N3C[C@@H](N([C@H](C3)C)C(=O)OC(C)(C)C)C)=C1 tert-butyl (2S,6S)-4-[4-[(2,7-dimethylpyrazolo[4,3-b]pyridin-5-yl)carbamoyl]-2-methoxy-1,3-benzothiazol-7-yl]-2,6-dimethyl-piperazine-1-carboxylate